5-((6-(5-(((5-fluoro-4-(((R)-tetrahydrofuran-3-yl)oxy)pyrimidin-2-yl)oxy)methyl)-1-methyl-1H-1,2,3-triazol-4-yl)-2-methylpyridin-3-yl)oxy)octahydropentalene-1-carboxylic acid FC=1C(=NC(=NC1)OCC1=C(N=NN1C)C1=CC=C(C(=N1)C)OC1CC2CCC(C2C1)C(=O)O)O[C@H]1COCC1